1-acryloxyhexyl-3-ethylimidazole C(C=C)(=O)OC(CCCCC)C1=NC=CN1CC